calcium europium borate B([O-])([O-])[O-].[Eu+3].[Ca+2]